8-Chloro-3-(2-ethoxy-ethyl)-indolizine-1-carboxylic acid (4,4-difluoro-1-hydroxycyclohexyl-methyl)-amide FC1(CCC(CC1)(O)CNC(=O)C=1C=C(N2C=CC=C(C12)Cl)CCOCC)F